BrC12C(N(C(C2C2(C(=C(C1(C2=O)C)C2=CC=CC=C2)C2=CC=CC=C2)C)=O)CCN(C(OC(C)(C)C)=O)CCNC(=O)OC(C)(C)C)=O tert-Butyl (2-(3a-bromo-4,7-dimethyl-1,3,8-trioxo-5,6-diphenyl-3a,4,7,7a-tetrahydro-1H-4,7-methanoisoindol-2(2H)-yl)ethyl)(2-((tert-butoxycarbonyl) amino) ethyl)carbamate